C(C)(C)(C)NC(C[C@H]1OB(OC1=O)[C@H](CC(C)C)NC([C@H]([C@@H](C)O)NC(C1=NC(=CC=C1)C1=CC=CC=C1)=O)=O)=O N-((2S,3R)-1-(((R)-1-((R)-4-(2-(tert-butylamino)-2-oxoethyl)-5-oxo-1,3,2-dioxaborolan-2-yl)-3-methylbutyl)amino)-3-hydroxy-1-oxobutan-2-yl)-6-phenylpicolinamide